4-(6-(4-(2-(dimethylamino)-2-(4-fluorophenyl)acetyl)piperazin-1-yl)pyridin-3-yl)-6-ethoxypyrazolo[1,5-a]pyridine-3-carbonitrile CN(C(C(=O)N1CCN(CC1)C1=CC=C(C=N1)C=1C=2N(C=C(C1)OCC)N=CC2C#N)C2=CC=C(C=C2)F)C